4-((2R,3R)-3-((3,5-bis(trifluoromethyl)benzyl)oxy)piperidin-2-yl)-2-(125I)iodophenol FC(C=1C=C(CO[C@H]2[C@H](NCCC2)C2=CC(=C(C=C2)O)[125I])C=C(C1)C(F)(F)F)(F)F